C(C1=CC=CC=C1)OC(=O)N1C(CN(CC1)C1=C(C(=NC=2CNCCC12)OC[C@H]1N(CCC1)C)F)CC#N 2-(cyanomethyl)-4-(3-fluoro-2-(((S)-1-methylpyrrolidin-2-yl)methoxy)-5,6,7,8-tetrahydro-1,7-naphthyridin-4-yl)piperazine-1-carboxylic acid benzyl ester